ClC=1C=CC2=C([C@H](C[C@H](O2)C(=O)N[C@H]2CO[C@@H](CC2)C(NCC2=CC=C(C=C2)C(F)(F)F)=O)O)C1 (2S,4S)-6-chloro-4-hydroxy-N-[(3R,6S)-6-({[4-(trifluoromethyl)phenyl]methyl}carbamoyl)oxan-3-yl]-3,4-dihydro-2H-1-benzopyran-2-carboxamide